C(C)C1=NC=C(C=C1NC(N(C1CC2(CN(C2)C(=O)C2=C3N(N=C2)C=CN3C)C1)C)=O)C(F)(F)F 3-(2-ethyl-5-(trifluoromethyl)pyridin-3-yl)-1-methyl-1-(2-(1-methyl-1H-imidazo[1,2-b]pyrazole-7-carbonyl)-2-azaspiro[3.3]heptan-6-yl)urea